6-Chloro-8-(2-chloro-3-methyl-3H-imidazol-4-yl)-9-(2,2,2-trifluoro-ethyl)-9H-pyrido[3,4-b]indole ClC=1C=C2C3=C(N(C2=C(C1)C=1N(C(=NC1)Cl)C)CC(F)(F)F)C=NC=C3